BrC1=CC=C(C=C1)[C@]12[C@](C=3C(=NC(=CC3O1)Cl)OC)([C@@H]([C@@H]([C@H]2C2=CC=CC=C2)C(=O)OC)OS(=O)(=O)C)O |r| rac-methyl (5aR,6S,7R,8R,8aS)-5a-(4-bromophenyl)-3-chloro-8a-hydroxy-1-methoxy-8-((methylsulfonyl)oxy)-6-phenyl-5a,7,8,8a-tetrahydro-6H-cyclopenta[4,5]furo[3,2-c]pyridine-7-carboxylate